4-fluoro-1-(tetrahydro-2H-pyran-2-yl)-1H-pyrazole-3-carboxylic acid methyl ester COC(=O)C1=NN(C=C1F)C1OCCCC1